C(C)OC(C(=O)C1=C(C=CC(=C1)F)OCOC)=O 2-[5-Fluoro-2-(methoxymethoxy)phenyl]-2-oxoacetic acid ethyl ester